C[Si](CCOCN1N=C(C=2C1=NC=C(C2)C=2C=C(C=CC2)O)C=2C=C(C=CC2)O)(C)C 3,3'-(1-((2-(trimethylsilyl)ethoxy)methyl)-1H-pyrazolo[3,4-b]pyridine-3,5-diyl)diphenol